3-bromo-5-(2H-1,2,3-triazol-2-yl)-4-[[4-(trifluoromethyl)phenyl]methyl]pyridine BrC=1C=NC=C(C1CC1=CC=C(C=C1)C(F)(F)F)N1N=CC=N1